(1R,3R)-1-(3-bromo-2,6-difluorophenyl)-2-(3-((tert-butyldiphenylsilyl)oxy)-2,2-difluoropropyl)-3-methyl-2,3,4,9-tetrahydro-1H-pyrido[3,4-b]Indole BrC=1C(=C(C(=CC1)F)[C@H]1N([C@@H](CC2=C1NC1=CC=CC=C21)C)CC(CO[Si](C2=CC=CC=C2)(C2=CC=CC=C2)C(C)(C)C)(F)F)F